BrC=1C=C2C(=CNC2=CC1)/C(/C#N)=C/C=1C=NC=CC1OCC (Z)-2-(5-bromo-1H-indol-3-yl)-3-(4-ethoxypyridin-3-yl)-acrylonitrile